(3-amino-3-(hydroxyimino)propyl)(nonyl)phosphinic acid NC(CCP(O)(=O)CCCCCCCCC)=NO